C(C)(C)OC(C)C=1N=CSC1C 4-(1-isopropoxyethyl)-5-methylthiazol